N-(5'-cyano-[3,3'-bipyridin]-6-yl)-2-(2-(cyclopropanesulfonamido)thiazol-4-yl)-2-methylpropanamide C(#N)C=1C=C(C=NC1)C=1C=NC(=CC1)NC(C(C)(C)C=1N=C(SC1)NS(=O)(=O)C1CC1)=O